S(C1=CC=C(C=C1)[S+](C1=CC=CC=C1)C1=CC=CC=C1)C1=CC=C(C=C1)[S+](C1=CC=CC=C1)C1=CC=CC=C1 (sulfanediyldibenzene-4,1-diyl)bis(diphenyl-sulfonium)